(2R,3R,4S,5S)-2-(4-aminopyrrolo[2,3-d]pyrimidin-7-yl)-5-[(1R,4R)-6-chloro-4-fluoro-isochroman-1-yl]tetrahydrofuran-3,4-diol NC=1C2=C(N=CN1)N(C=C2)[C@@H]2O[C@@H]([C@H]([C@H]2O)O)[C@@H]2OC[C@@H](C1=CC(=CC=C21)Cl)F